ClC1=C(C=C(C=C1)C([C@@H](CO)O)=O)CC1=CC=C(C=C1)OC1=NC=CC=N1 (R)-1-(4-chloro-3-(4-(pyrimidin-2-yloxy)benzyl)phenyl)-2,3-dihydroxypropan-1-one